(S)-1-cyclopentyl-N-(4-(3,3-difluoropiperidin-1-yl)-4-oxo-1-sulfamoylbut-2-yl)-5-(2-(trifluoromethyl)phenyl)-1H-pyrazole-3-carboxamide C1(CCCC1)N1N=C(C=C1C1=C(C=CC=C1)C(F)(F)F)C(=O)N[C@H](CS(N)(=O)=O)CC(=O)N1CC(CCC1)(F)F